3-methylpiperazine-1-carboxylic acid ethyl ester C(C)OC(=O)N1CC(NCC1)C